ClC=1C(=CC(=NC1)OC)C1=CC(=NN1)C(=O)N1CCC(CC1)C(=O)N[C@H]1CN([C@H](CC1)C(F)(F)F)C 1-(5-(5-chloro-2-methoxypyridin-4-yl)-1H-pyrazole-3-carbonyl)-N-((3R,6R)-1-methyl-6-(trifluoromethyl)piperidin-3-yl)piperidine-4-carboxamide